5-(diheptylamino)-5-oxopentanoic acid C(CCCCCC)N(C(CCCC(=O)O)=O)CCCCCCC